FC1=C(CN2C(C([C@H](C3=CC=C(C=C23)C(=O)NCC2=C(C=C(C=C2F)F)F)C)C)=O)C(=CC=C1)C(F)(F)F (4R)-1-(2-fluoro-6-(trifluoromethyl)benzyl)-3,4-dimethyl-2-oxo-N-(2,4,6-trifluorobenzyl)-1,2,3,4-tetrahydroquinoline-7-carboxamide